6-bromo-3-(2,6-dibenzyloxy-3-pyridyl)-5-fluoro-1-methyl-indazole BrC1=C(C=C2C(=NN(C2=C1)C)C=1C(=NC(=CC1)OCC1=CC=CC=C1)OCC1=CC=CC=C1)F